(7-benzyl-2,7-diazaspiro[4.4]nonan-2-yl)methanon C(C1=CC=CC=C1)N1CC2(CCN(C2)C=O)CC1